FC1=C2C(=NN(C2=CC=C1)COCC[Si](C)(C)C)CCO 2-(4-fluoro-1-((2-(trimethylsilyl)ethoxy)methyl)-1H-indazol-3-yl)ethan-1-ol